COC=1C(=CC2=CN(N=C2C1)C1CCNCC1)NC(C1=NC(=CC=C1)C(F)(F)F)=O N-(6-methoxy-2-(piperidin-4-yl)-2H-indazole-5-yl)-6-(trifluoromethyl)picolinamide